COC(C1=C(N=C(C=C1)OC)\C(\C)=C\C)=O (E)-2-(but-2-en-2-yl)-6-methoxynicotinic acid methyl ester